ClC1=C(OCC=2C=C(C=CC2OC)/C=C/C(=O)C2=C(C=C(C=C2)O)O)C=CC=C1 (E)-3-[3-[(2-Chlorophenoxy)methyl]-4-methoxyphenyl]-1-(2,4-dihydroxyphenyl)prop-2-en-1-one